C[C@H]1[C@@H](CC[C@H]2CC[C@]3([C@@]4(CC[C@@H]5[C@](CC=6C(=NC=NC6C5(C)C)N5CCCC5)([C@H]4CC=C3[C@H]12)C)C)C)C (1S,2R,4aS,6aS,6bR,8aR,14aR-14bR,16bS)-1,2,6a,6b,9,9,14a-heptamethyl-13-(pyrrolidin-1-yl)-1,2,3,4,4a,5,6,6a,6b,7,8,8a,9,14,14a,14b,15,16b-octadecahydrochryseno[1,2-g]Quinazolin